C12(C(CCCC2CCC1)CO)CO Bicyclo[4.3.0]nonandimethanol